2-({[4-(Dimethylamino)butanoyl]oxy}methyl)-3-[(3-pentyloctanoyl)oxy]-2-[{(3-pentyloctanoyl)oxy}methyl]propyl nonyl propanedioate C(CC(=O)OCCCCCCCCC)(=O)OCC(COC(CC(CCCCC)CCCCC)=O)(COC(CC(CCCCC)CCCCC)=O)COC(CCCN(C)C)=O